NC=1C(=NN(C1C1=CC(=NC=C1N)Cl)COCC[Si](C)(C)C)C(=O)OC methyl 4-amino-5-(5-amino-2-chloro-4-pyridyl)-1-(2-trimethylsilylethoxymethyl)pyrazole-3-carboxylate